FC(C(C)(C)O)(F)C=1C(=C(C=CC1)[C@@H](C)NC1=NC(=NC2=CC3=C(C=C12)N(C([C@@H](N3C)C)=O)C)C)F (S)-4-(((R)-1-(3-(1,1-difluoro-2-hydroxy-2-methylpropyl)-2-fluorophenyl)ethyl)amino)-2,6,8,9-tetramethyl-8,9-dihydropyrazino[2,3-g]quinazolin-7(6H)-one